2-(6-(5-chloro-1-((5-phenylthiophen-2-yl)methyl)-1H-indazole-7-carboxamido)spiro[3.3]hept-2-yl)acetic acid ClC=1C=C2C=NN(C2=C(C1)C(=O)NC1CC2(CC(C2)CC(=O)O)C1)CC=1SC(=CC1)C1=CC=CC=C1